CC1=C(N)C=CC(=C1)C1=NC2=C(N1C)C=CC=C2 2-methyl-4-(1-methyl-1H-benzo[d]imidazole-2-yl)aniline